C(CCCCCCCCCCCCCCCCC)N Octadecanamine